ClC1=CC=C(C=C1)CC(=O)NC=1SC(=NN1)C1CCN(CC1)C=1N=NC(=CC1)NC(CC1=NC=CC=C1)=O 2-(4-Chlorophenyl)-N-(5-(1-(6-(2-(pyridin-2-yl)acetamido)pyridazin-3-yl)piperidin-4-yl)-1,3,4-thiadiazol-2-yl)acetamide